FC=1C=C(C(=O)NCC2COC2)C=C(C1)CN1C(C2=CC=C(C=C2C=C1)C=1C(=NOC1)C)=O 3-Fluoro-5-((6-(3-methylisoxazol-4-yl)-1-oxoisoquinolin-2(1H)-yl)methyl)-N-(oxetan-3-ylmethyl)benzamide